difluoromethyl-1H,3H,4H-[1,4]oxazino[4,3-a]indole-10-carbonyl fluoride FC(F)C1OCCN2C1=C(C=1C=CC=CC21)C(=O)F